C(C)(C)(C)C1=CC2=C(N=C3N2C=C(C=C3)F)C=C1 8-(tert-butyl)-2-fluorobenzo[4,5]imidazo[1,2-a]pyridine